(3R)-2,2-dimethylheptan-3-amine hydrochloride Cl.CC(C)([C@@H](CCCC)N)C